C(#N)C1=CC=C(C=C1)NC(C1=CC=CC=C1)=O N-(p-cyanophenyl)benzamide